N[C@@H](C)C(=O)O |r| racemic-L-alanine